N-(tert-Butyl)-2-(3-(5-(2,2-difluoroethoxy)-6-methyl-4-((1-methyl-1H-pyrazol-4-yl)amino)quinazolin-2-yl)phenoxy)acetamide bistrifluoroacetic acid salt FC(C(=O)O)(F)F.FC(C(=O)O)(F)F.C(C)(C)(C)NC(COC1=CC(=CC=C1)C1=NC2=CC=C(C(=C2C(=N1)NC=1C=NN(C1)C)OCC(F)F)C)=O